OC=1C=C(C=NC1)C1=C(C=C(C(=O)N2CCNCC2)C=C1)C 4-[4-(5-hydroxypyridin-3-yl)-3-methylbenzoyl]piperazin